1-(1-bromo-2,2,2-trifluoroethyl)-4-fluorobenzene BrC(C(F)(F)F)C1=CC=C(C=C1)F